[C].C(C1=CC=CC=C1)OC=1C=CC=C2C=CC(NC12)=O 8-benzyloxycarbostyril carbon